3-(3-hydroxy-4-methoxyphenyl)propanoic acid OC=1C=C(C=CC1OC)CCC(=O)O